5-(5-ethyl-2,4-dihydroxyphenyl)-N-(1,1,1-trifluoropropan-2-yl)-4H-1,2,4-triazole-3-carboxamide, hydrochloride Cl.C(C)C=1C(=CC(=C(C1)C=1NC(=NN1)C(=O)NC(C(F)(F)F)C)O)O